2,6-diphenyl-bromobenzene C1(=CC=CC=C1)C1=C(C(=CC=C1)C1=CC=CC=C1)Br